3-(cyclopentylsulfonyl)phenol C1(CCCC1)S(=O)(=O)C=1C=C(C=CC1)O